((7aR,8R,10R,10aR)-10-(4-aminopyrrolo[2,1-f][1,2,4]triazin-7-yl)-10-cyano-4,4-dimethyl-2,6-dioxooctahydro-2H-furo[3,4-b][1,4]dioxonin-8-yl)methyl methyl carbonate C(OC[C@H]1O[C@@]([C@@H]2OC(CC(CC(O[C@@H]21)=O)(C)C)=O)(C#N)C2=CC=C1C(=NC=NN12)N)(OC)=O